COC=1C(=C2C=CN(C2=C(C1)C)C(=O)OC(C)(C)C)CN1C(CN(CC1)C)C1=CC(=C(C=C1)C(=O)OC)OC tert-butyl 5-methoxy-4-((2-(3-methoxy-4-(methoxycarbonyl)phenyl)-4-methylpiperazin-1-yl)methyl)-7-methyl-1H-indole-1-carboxylate